C1(=CC=CC=C1)C=1C=C2C(=CNC2=CC1)N=[N+]=[N-] 5-phenyl-1H-indol-3-yl azide